ClC=1C=CC2=C([C@](C[C@H](O2)C(=O)NC23CC(C2)(C3)NC(COC3=CC(=C(C=C3)Cl)F)=O)(C)O)C1 (2S,4R)-6-chloro-N-{3-[2-(4-chloro-3-fluorophenoxy)acetamido]bicyclo[1.1.1]pentan-1-yl}-4-hydroxy-4-methyl-3,4-dihydro-2H-1-benzopyran-2-carboxamide